FC=1C=C(C=CC1)C1=C[C@@H]2[C@H]([C@@H]2C1)C1=NOC(=N1)CN1C=NC=2N=CN(C2C1=O)C 1-((3-((1R,5R,6S)-3-(3-fluorophenyl)bicyclo[3.1.0]hex-2-en-6-yl)-1,2,4-oxadiazol-5-yl)methyl)-7-methyl-1,7-dihydro-6H-purin-6-one